C(C)(C)(C)OC(N(C)CC=1N=C(SC1C1CCOCC1)Br)=O ((2-bromo-5-(tetrahydro-2H-pyran-4-yl)thiazol-4-yl)methyl)(methyl)carbamic acid tert-butyl ester